3-methoxy-1-methyl-1H-pyrazol-5-sulfonyl chloride COC1=NN(C(=C1)S(=O)(=O)Cl)C